CN(S(=O)(=O)C1=CC2=C(C(=N1)C1=CN(C3=CN=C(C=C31)NC(C)=O)C)OCC(O2)C)C N-(3-(7-(N,N-dimethylaminosulfonyl)-2-methyl-2,3-dihydro-[1,4]dioxino[2,3-c]pyridin-5-yl)-1-methyl-1H-pyrrolo[2,3-c]pyridin-5-yl)acetamide